oxacyclohexadecan O1CCCCCCCCCCCCCCC1